4-[4-[[(3R)-1-tert-butoxycarbonyl-3-piperidyl]-[2-fluoro-4-(triazolo[4,5-b]pyridin-3-yl)benzoyl]amino]thieno[3,2-c]pyridin-2-yl]benzoic acid C(C)(C)(C)OC(=O)N1C[C@@H](CCC1)N(C1=NC=CC2=C1C=C(S2)C2=CC=C(C(=O)O)C=C2)C(C2=C(C=C(C=C2)N2N=NC=1C2=NC=CC1)F)=O